(S)-3-METHYL-1-((3R,4S)-4-((6-(TRIFLUOROMETHYL)-7H-PYRROLO[2,3-D]PYRIMIDIN-4-YL)AMINO)CHROMAN-3-YL)PYRROLIDINE-3-CARBONITRILE C[C@]1(CN(CC1)[C@H]1COC2=CC=CC=C2[C@@H]1NC=1C2=C(N=CN1)NC(=C2)C(F)(F)F)C#N